OXABICYCLOHEPTENEN C1(=CC=COCC1)C1=CC=CCCC1